5-({[4-(aminomethyl)phenyl]methyl}(methyl)amino)-1-(2-fluorobenzoyl)-3-[1-(pyrrolidine-1-sulfonyl)-3-(trifluoromethyl)piperazin-2-yl]-1H-pyrazole-4-carbonitrile NCC1=CC=C(C=C1)CN(C1=C(C(=NN1C(C1=C(C=CC=C1)F)=O)C1N(CCNC1C(F)(F)F)S(=O)(=O)N1CCCC1)C#N)C